5-methylene-5,6,9,10,11,12-hexahydro-4H-isoxazolo[3,4-c]pyrido-[4',3':3,4]pyrazolo[1,5-a]azepine C=C1CC=2C(C=3N(C1)N=C1C3CNCC1)=NOC2